NC(C)N1C(C=2C(C1=O)=CC=CC2)=O N-(1-aminoethyl)phthalimide